(2-(2,2-difluorovinyl)-3-fluorophenyl)-1,3-dioxolane FC(=CC1=C(C=CC=C1F)C1OCCO1)F